2-(1H-benzo[d][1,2,3]triazole-6-carboxamido)benzo[d]thiazole-6-carboxylic acid N1N=NC2=C1C=C(C=C2)C(=O)NC=2SC1=C(N2)C=CC(=C1)C(=O)O